ClC=1C(N(C(NC1CO)=O)C(C)(C)C)=O 5-chloro-3-(1,1-dimethylethyl)-6-(hydroxymethyl)-2,4(1H,3H)-pyrimidinedione